1-(7-methoxybenzo[d][1,3]dioxol-5-yl)cyclopropanecarboxylic acid COC1=CC(=CC2=C1OCO2)C2(CC2)C(=O)O